ClC1=C(C=C2C=C(N=CC2=C1)NC(=O)[C@@H]1[C@H]([C@H]1C=1C=NN(C1)C)CC)[C@@H]1CC[C@H](CC1)N1CC(C1)F (1R,2S,3R)-N-(7-chloro-6-(trans-4-(3-fluoroazetidin-1-yl)cyclohexyl)isoquinolin-3-yl)-2-ethyl-3-(1-methyl-1H-pyrazol-4-yl)cyclopropane-1-carboxamide